C(C)OC([C@@H](C1(CC1)C1=C(C=CC=C1)OCC1=NC(=NC=C1)C1=C(C=CC=C1)OC)O)=O (R)-2-hydroxy-2-(1-(2-((2-(2-methoxyphenyl)pyrimidin-4-yl)methoxy)phenyl)cyclopropyl)acetic acid ethyl ester